C(C)(C)(C)O[C@@H](C)[C@H]1C(NC=2C(=NC(=NC2N1C)NCC=1C=NN(C1)CC1=CC(=C(C(=C1)F)F)F)C)=O (S)-7-((S)-1-(tert-butoxy)ethyl)-4,8-dimethyl-2-(((1-(3,4,5-trifluorobenzyl)-1H-pyrazol-4-yl)methyl)amino)-7,8-dihydropteridin-6(5H)-one